N-(2-aminoethyl)-4-[4-[[3-[2-chloro-4-(cyanomethoxy)-3-fluoro-phenyl]imidazo[1,2-a]pyrazin-8-yl]amino]-2-methyl-benzoyl]piperazine-1-carboxamide formate C(=O)O.NCCNC(=O)N1CCN(CC1)C(C1=C(C=C(C=C1)NC=1C=2N(C=CN1)C(=CN2)C2=C(C(=C(C=C2)OCC#N)F)Cl)C)=O